(R)-imino({[(3S)-1-(8-methoxyquinazolin-4-yl)pyrrolidin-3-yl]methyl})methyl-λ6-sulfanone N=[S@@](=O)(C)C[C@@H]1CN(CC1)C1=NC=NC2=C(C=CC=C12)OC